4-(1-(3-fluoro-9-methylpyrido[3,2-e][1,2,4]triazolo[4,3-a]pyrimidin-5-yl)-1,2,3,4-tetrahydroquinolin-5-yl)-2-methylbut-3-yn-2-ol FC1=CC=2C(=NC=3N(C2N=C1)C(=NN3)C)N3CCCC1=C(C=CC=C31)C#CC(C)(O)C